diethyl-(methyl)silane tert-Butyl-(8-methoxy-5-methyl-2H-chromen-3-yl)carbamate C(C)(C)(C)N(C(O)=O)C=1COC2=C(C=CC(=C2C1)C)OC.C(C)[SiH](C)CC